methyl 1-(4-acetamidobenzyl)-3-phenethylpyrrolidine-3-carboxylate C(C)(=O)NC1=CC=C(CN2CC(CC2)(C(=O)OC)CCC2=CC=CC=C2)C=C1